4-(3-Chloroanilino)-5'-fluoro-2'-{(2R)-2-methyl-3-[(thieno[3,2-b]pyridin-7-yl)oxy]propyl}-2',3'-dihydrospiro[cyclohexane-1,1'-indene]-4-carboxylic acid ClC=1C=C(NC2(CCC3(C(CC4=CC(=CC=C34)F)C[C@H](COC3=C4C(=NC=C3)C=CS4)C)CC2)C(=O)O)C=CC1